FC(C(=O)C1=CC=C(C(=O)O[C@H]2[C@H](NC[C@@H]2O)CC2=CC=C(C=C2)OC)C=C1)(F)F (2R,3S,4S)-4-hydroxy-2-[(4-methoxyphenyl)methyl]pyrrolidin-3-yl 4-(2,2,2-trifluoroacetyl)benzoate